C(C(C)C)[C@H]1C(N(CCN1)[C@H](C(=O)N1CCC(CC1)CC(=O)OC(COC)C)CC(C)C)=O 2-Methoxy-1-methylethyl (1-{(S)-2-[(S)-3-isobutyl-2-oxo-1-piperazinyl]-4-methylvaleryl}-4-piperidyl)acetate